N[C@H](C(C)(C)C)C(=O)O D-tert-butylglycine